Isopropyl ((S)-(((2R,3S,5R)-5-(6-amino-2-fluoro-9H-purin-9-yl)-2-ethynyl-3-(((hexyloxy)carbonyl)oxy)tetrahydro-furan-2-yl)methoxy)(phenoxy)phosphoryl)-L-alaninate NC1=C2N=CN(C2=NC(=N1)F)[C@H]1C[C@@H]([C@@](O1)(C#C)CO[P@](=O)(OC1=CC=CC=C1)N[C@@H](C)C(=O)OC(C)C)OC(=O)OCCCCCC